(6S)-2-(hydroxymethyl)-6-(4-(isopropylsulfonyl)phenyl)-2-(methoxymethyl)quinuclidin-3-one OCC1(N2[C@@H](CC(C1=O)CC2)C2=CC=C(C=C2)S(=O)(=O)C(C)C)COC